[Cu](F)F copper fluoride